tert-butyl (R)-6-(((2R,3R,5R,6S)-5-((tert-butyldiphenylsilyl)oxy)-3-hydroxy-6-methyltetrahydro-2H-pyran-2-yl)oxy)heptanoate [Si](C1=CC=CC=C1)(C1=CC=CC=C1)(C(C)(C)C)O[C@@H]1C[C@H]([C@@H](O[C@H]1C)O[C@@H](CCCCC(=O)OC(C)(C)C)C)O